3,4,5-trifluoroaniline hydrobromide Br.FC=1C=C(N)C=C(C1F)F